C1(=CC=CC=C1)OC(C1=CC(=C(C=C1)N)C)=O phenyl-3-methyl-4-aminobenzoate